CN(C(CC1=CC=C(C=C1)NC(C1=CC(=C(C=C1)C)NC1=NC=CC(=N1)C=1C=NC=CC1)=O)C)C N-[4-(2-Dimethylamino-propyl)-phenyl]-4-methyl-3-(4-pyridin-3-yl-pyrimidin-2-ylamino)-benzamide